CC1=NC(=CC(=C1)C=1NC2=CC=C(C=C2C1C(C)C)C(=O)O)C 2-(2,6-dimethylpyridin-4-yl)-3-isopropyl-1H-indole-5-carboxylic acid